(2R)-1-(benzyloxy)-1-oxopropan-2-yl-(2S)-2-[[(tert-butoxy) carbonyl] (methyl) amino]-4,4-dimethylpentanoate C(C1=CC=CC=C1)OC([C@@H](C)OC([C@H](CC(C)(C)C)N(C)C(=O)OC(C)(C)C)=O)=O